2-amino-4,5-dimethoxy-benzamide NC1=C(C(=O)N)C=C(C(=C1)OC)OC